tert-butyl 4-(5-{[4-(2-{[(tert-butoxy)carbonyl]amino} ethyl)phenyl]carbamoyl}thiophen-3-yl)-1,2,3,6-tetrahydropyridine-1-carboxylate C(C)(C)(C)OC(=O)NCCC1=CC=C(C=C1)NC(=O)C1=CC(=CS1)C=1CCN(CC1)C(=O)OC(C)(C)C